The molecule is a dicarboxylic acid monoamide that is asparagine in which one of the hydrogens attached to the nitrogen of the alpha-amino group is replaced by an ethyl group. It is a dicarboxylic acid monoamide, a secondary amino compound, a non-proteinogenic alpha-amino acid and an asparagine derivative. It derives from an asparagine. CCNC(CC(=O)N)C(=O)O